FC(C1=NN(C=C1)CCOC1OCCCC1)F 3-(difluoromethyl)-1-(2-(tetrahydro-2H-pyran-2-yloxy)ethyl)-1H-pyrazole